C(OCC1=CC=C(C=C1)B1OC(C(O1)(C)CC=C)(C)C)(OC1=CC=C(C=C1)[N+](=O)[O-])=O 4-(4-allyl-4,5,5-trimethyl-1,3,2-dioxaborolan-2-yl)benzyl (4-nitrophenyl) carbonate